2-[4-bromo-2-(1,2-oxazol-5-yl)phenoxy]acetic acid BrC1=CC(=C(OCC(=O)O)C=C1)C1=CC=NO1